3-(5-chloro-1H-indazol-1-yl)bicyclo[1.1.1]pentan-1-amine ClC=1C=C2C=NN(C2=CC1)C12CC(C1)(C2)N